tert-butyl N-(4,6-dichloropyrimidin-5-yl)carbamate ClC1=NC=NC(=C1NC(OC(C)(C)C)=O)Cl